COC([C@@H](NC([C@@H](N)CC(O)=O)=O)CC1=CC=CC=C1)=O L-α-aspartyl-L-phenylalanine methylester